6-hydroxy-5-oxo-4-[(5-phenyl-1,3,4-thiadiazol-2-yl)methyl]-4,5-dihydrothieno[3,2-b]pyridine-7-carboxylic acid OC1=C(C2=C(N(C1=O)CC=1SC(=NN1)C1=CC=CC=C1)C=CS2)C(=O)O